C(C)(C)(C)N1C[C@H](N(S(C2=C1C=C(C(=C2)O\C=C(\C(=O)O)/F)SC)(=O)=O)CCOC)C(C)C (R,Z)-3-((5-(tert-butyl)-3-isopropyl-2-(2-methoxyethyl)-7-(methylthio)-1,1-dioxido-2,3,4,5-tetrahydrobenzo[f][1,2,5]thiadiazepin-8-yl)oxy)-2-fluoroacrylic acid